FC1=C(C(=NC(=C1[Si](C)(C)C)F)OC)C(CCCCC)O 1-[4,6-difluoro-2-methoxy-5-(trimethylsilyl)pyridin-3-yl]hexan-1-ol